trimethyl-glycerol chloride [Cl-].CC(C(O)(C)C)(O)CO